6'-(((1S,3S)-3-((6-Methyl-1,2,4-triazin-3-yl)amino)cyclopentyl)amino)-2-oxo-2H-[1,3'-bipyridine]-4-carbonitrile CC1=CN=C(N=N1)N[C@@H]1C[C@H](CC1)NC1=CC=C(C=N1)N1C(C=C(C=C1)C#N)=O